CC1CCC(N(C1)C(C(=O)NC=1C=NC=C(C(=O)N)C1)=O)C1=CC(=CC=C1)S(N)(=O)=O 5-(2-(5-methyl-2-(3-sulfamoylphenyl)piperidin-1-yl)-2-oxoacetamido)nicotinamide